N-{3-[(tert-butyldimethylsilyl)oxy]-2-oxopropyl}-4-chlorobenzamide [Si](C)(C)(C(C)(C)C)OCC(CNC(C1=CC=C(C=C1)Cl)=O)=O